4-chloro-3-((methylthio)methyl)aniline ClC1=C(C=C(N)C=C1)CSC